N1C=CC=2C1=NC=CC2C=2N=NC=CC2N {1H-pyrrolo[2,3-b]pyridin-4-yl}pyridazin-4-amine